bis(9,10-epoxystearyl)4,5-epoxycyclohexane-1,2-dicarboxylic acid C(CCCCCCCC1C(CCCCCCCC)O1)C1(C(CC2C(C1)O2)(C(=O)O)CCCCCCCCC2C(CCCCCCCC)O2)C(=O)O